C(C)(=O)C1=C(C=C(C=C1)Cl)C1=CC(N(C=C1OC)C(C(=O)NC1=CC2=C(OCC(N2)=O)C=C1)CC1=CC=CC=C1)=O 2-(4-(2-acetyl-5-chlorophenyl)-5-methoxy-2-oxopyridin-1(2H)-yl)-N-(3-oxo-3,4-dihydro-2H-benzo[b][1,4]oxazin-6-yl)-3-phenylpropionamide